C(C)(C)(C)NC(=O)C=1C=C(C=NC1)C1=CC(=NC=C1)C=1NC(=C(N1)C)C N-(tert-Butyl)-2'-(4,5-dimethyl-1H-imidazol-2-yl)-3,4'-bipyridin-5-carboxamid